2-((2s,3s,4s)-5-chloro-6-fluoro-3-methoxy-2-phenyl-2-(pyrrolidin-2-yl)-2,3-dihydrobenzofuran-4-yl)-3-fluoro-4-(2-hydroxyethoxy)benzamide (chloropyridin-4-yl)-3-methylbutanoate ClC1=NC=CC(=C1)OC(CC(C)C)=O.ClC=1C(=CC2=C([C@@H]([C@@](O2)(C2NCCC2)C2=CC=CC=C2)OC)C1C1=C(C(=O)N)C=CC(=C1F)OCCO)F